(3R)-2'-{6-amino-5-[1-(1,3-oxazol-4-yl)ethoxy]pyridin-3-yl}-N-isopropyl-5',6'-dihydro-1H-spiro[pyrrolidine-3,4'-pyrrolo[1,2-b]pyrazole]-1-carboxamide NC1=C(C=C(C=N1)C=1C=C2N(N1)CC[C@]21CN(CC1)C(=O)NC(C)C)OC(C)C=1N=COC1